NNN Triazan